(3-bromo-1-methyl-1H-pyrazol-5-yl)(cyclopropyl)methanol BrC1=NN(C(=C1)C(O)C1CC1)C